N[C@H](C(=O)O)CNC(CCCCC)=O (S)-2-amino-3-hexanamidopropionic acid